5-(1-(3-((4-methoxyphenyl)thio)-3-phenylpropyl)-1H-1,2,3-triazol-4-yl)pyrimidine-2,4(1H,3H)-dione COC1=CC=C(C=C1)SC(CCN1N=NC(=C1)C=1C(NC(NC1)=O)=O)C1=CC=CC=C1